7-(bromomethyl)-3-methyl-5-(1-methyl-1H-pyrazol-5-yl)quinoxalin-2(1H)-one BrCC1=CC(=C2N=C(C(NC2=C1)=O)C)C1=CC=NN1C